C(\C=C(/C)\CCC=C(C)C)C=1C(=CC(C(C(=O)O)C1)(O)CC(=O)C=1C=C(C=CC1)C1=C(C=CC=C1)Cl)OC 5-geranyl-2-{2-[2'-chloro-(1,1'-biphenyl)-3-yl]-2-oxoethyl}-4-methoxysalicylic acid